CC1=C(C=2C=NN(C2C=C1)C1OCCCC1)O 5-Methyl-1-(tetrahydro-2H-pyran-2-yl)-1H-indazol-4-ol